tertbutyl 5-formyl-2-(4,4,5,5-tetramethyl-1,3,2-dioxaborolan-2-yl)benzoate C(=O)C=1C=CC(=C(C(=O)OC(C)(C)C)C1)B1OC(C(O1)(C)C)(C)C